2,2,2-trifluoro-1,1-dichloroethane FC(C(Cl)Cl)(F)F